C1=CC=CCCCC1 Cyclooctdiene